(2E,8E)-N-(2-methoxybenzyl)deca-2,8-dien-6-enamide COC1=C(CNC(\C=C\CCC=C\C=C\C)=O)C=CC=C1